perfluoro-ethylene isobutyrate C(C(C)C)(=O)O.FC(=C(F)F)F